(R)-N-(7-fluoro-2-methyl-2H-indazol-5-yl)-5-(3-((3-fluoropyrrolidin-1-yl)methyl)azetidin-1-yl)pyrazine-2-carboxamide FC1=CC(=CC2=CN(N=C12)C)NC(=O)C1=NC=C(N=C1)N1CC(C1)CN1C[C@@H](CC1)F